BrC1=C(N=C(S1)CO)C (5-bromo-4-methylthiazol-2-yl)methanol